sebacic acid di(2-ethyl hexyl) ester C(C)C(COC(CCCCCCCCC(=O)OCC(CCCC)CC)=O)CCCC